FC=1C=CC(=NC1)OCCN1CCC2(CS(C2)(=O)=O)CC1 7-(2-((5-Fluoropyridin-2-yl)oxy)ethyl)-2-thia-7-azaspiro[3.5]nonane 2,2-dioxide